allyl-4-hydroxy-N-(4-methylcyclohexyl)-2-oxo-1,8-naphthyridine-3-carboxamide C(C=C)C1=C2C(=C(C(NC2=NC=C1)=O)C(=O)NC1CCC(CC1)C)O